3-(5-Fluoro-2-methylphenyl)-2-(3-fluoro-5-methyl-phenyl)-thiazolidin-4-one FC=1C=CC(=C(C1)N1C(SCC1=O)C1=CC(=CC(=C1)C)F)C